ClC=1C(=C(C=CC1)[C@]1(C[C@@H]2[C@H](N(OC2(C)C)C)[C@@H](C1)C)C)C |r| rac-(3aR,5R,7R,7aR)-5-(3-chloro-2-methylphenyl)-1,3,3,5,7-pentamethyloctahydrobenzo[c]isoxazole